BrC1=NN2C(NC(=C(C2=O)N2CC(C2)N(C(OC(C)(C)C)=O)C)CC)=N1 tert-butyl (1-(2-bromo-5-ethyl-7-oxo-4,7-dihydro-[1,2,4]triazolo[1,5-a]pyrimidin-6-yl)azetidin-3-yl)(methyl)carbamate